NC1=C(C=C(C(=O)O)C=C1)NC(=O)OCC1C2=CC=CC=C2C=2C=CC=CC12 4-Amino-3-[[(9H-fluoren-9-ylmethoxy)carbonyl]amino]benzoic acid